OC1=C(C(=O)O)C(=CC=C1)OC1CN(C1)C([C@@H]1NC[C@H](C1)O)=O 2-hydroxy-6-({1-[(4S)-4-hydroxy-D-prolyl]azetidin-3-yl}oxy)benzoic acid